4,5-diphenyl-2-(2-piperidyl)oxazole C1(=CC=CC=C1)C=1N=C(OC1C1=CC=CC=C1)C1NCCCC1